C(C)OC(=O)N1[C@@H](C[C@H](C1)F)C(C(C(=O)OCC)N1N=C2C=C(C=C(C2=C1)F)I)=O (2s,4r)-2-(3-ethoxy-2-(4-fluoro-6-iodo-2H-indazol-2-yl)-3-oxopropionyl)-4-fluoropyrrolidine-1-carboxylic acid ethyl ester